benzyl-N,N,N-trimethylammonium C(C1=CC=CC=C1)[N+](C)(C)C